COC=1C=C(C=CC1OC)C=1NC2=CC=C(C=C2C1C(C)C)NC1CCC(CC1)N1CCN(CC1)CC 2-(3,4-dimethoxyphenyl)-N-(4-(4-ethylpiperazin-1-yl)cyclohexyl)-3-isopropyl-1H-indol-5-amine